3-amino-9,13b-dihydro-1H-dibenzo[c,f]imidazo[1,5-a]azepine NC1=NCC2N1C1=C(CC3=C2C=CC=C3)C=CC=C1